6-chloro-2-methoxy-3-(1H-pyrazol-1-yl)pyridine ClC1=CC=C(C(=N1)OC)N1N=CC=C1